N1=CC=CC(=C1)C1N(C)CCC1.C(CC(O)(C(=O)O)CC(=O)O)(=O)O citric acid-nicotine salt